C1=CC=C(C=2OC3=C(C21)C=CC=C3)N(C3=CC=C2C=CC=1C(=CC=C4C=CC3=C2C14)N(C=1C=C(C=CC1)C)C1=CC=CC4=C1OC1=C4C=CC=C1)C=1C=C(C=CC1)C N1,N6-bis(dibenzofuran-4-yl)-N1,N6-Dim-tolylpyrene-1,6-diamine